FC=1C=C2C(CCOC2=CC1)CC(=O)O 2-(6-fluorochroman-4-yl)-acetic acid